C12C(C(C(CC1)CC2)CO)CO bicyclo[2.2.2]octane-2,3-dimethanol